2-amino-N-(2-(4'-(trifluoromethoxy)-[1,1'-biphenyl]-4-yl)ethyl)hexanamide NC(C(=O)NCCC1=CC=C(C=C1)C1=CC=C(C=C1)OC(F)(F)F)CCCC